ClC1=CC(=NC=N1)N1CCC(CC1)(CCCC1=CC=CC=C1)CO (1-(6-Chloropyrimidin-4-yl)-4-(3-phenylpropyl)piperidin-4-yl)methanol